2-(methylsulfonamido)-4-(trifluoromethoxy)benzoic Acid CS(=O)(=O)NC1=C(C(=O)O)C=CC(=C1)OC(F)(F)F